(S)-6-(6-ethoxy-1H-benzo[d]imidazol-2-yl)-2-ethyl-7-((1-(pyrimidin-2-yl)ethyl)amino)-2,4-dihydro-5H-pyrazolo[4,3-b]pyridin-5-one C(C)OC=1C=CC2=C(NC(=N2)C2=C(C=3C(NC2=O)=CN(N3)CC)N[C@@H](C)C3=NC=CC=N3)C1